3-ethynyl-4-methyl-N-(4-(((2-(4-(pyridin-2-yl)piperazin-1-yl)ethyl)amino)methyl)-3-(trifluoromethyl)phenyl)benzamide C(#C)C=1C=C(C(=O)NC2=CC(=C(C=C2)CNCCN2CCN(CC2)C2=NC=CC=C2)C(F)(F)F)C=CC1C